2,6-diamino-3-nitropyridine NC1=NC(=CC=C1[N+](=O)[O-])N